C(#N)C=1C=NN2C1C(=CC(=C2)OCC)C=2C=CC(=NC2)N2CCC(CC2)(CN(C)C)NC(OC(C)(C)C)=O tert-butyl (1-(5-(3-cyano-6-ethoxypyrazolo[1,5-a]pyridin-4-yl)pyridin-2-yl)-4-((dimethylamino)methyl)piperidin-4-yl)carbamate